BrC=1N=C(N(N1)C1=CC=C(C=C1)OC(F)(F)F)NS(=O)(=O)C(F)F N-[5-Bromo-2-[4-(trifluoromethoxy)phenyl]-1,2,4-triazol-3-yl]-1,1-difluoro-methanesulfonamid